1-(3,4-dihydro-1H-2-benzopyran-6-ylmethyl)-N-{[2-fluoro-3-methoxy-6-(4-methyl-1,2,3-triazol-1-yl)phenyl]methyl}-3-(methoxymethyl)pyrazole-4-carboxamide C1OCCC2=C1C=CC(=C2)CN2N=C(C(=C2)C(=O)NCC2=C(C(=CC=C2N2N=NC(=C2)C)OC)F)COC